C12C(C3CC(CC(C1)C3)C2)NC(=O)C=2NC=C(C2)C2=C(C=C(C=C2)Cl)Cl N-(adamantan-2-yl)-4-(2,4-dichlorophenyl)-1H-pyrrole-2-carboxamide